N1N=NC(=C1)C=1C=CC=C2C=CC=C(C12)C1=C(C=2N=C(N=C(C2C=N1)N1C[C@H]2CC[C@@H](C1)N2)OCC21CCCN1CCC2)F 7-(8-(1H-1,2,3-triazol-4-yl)naphthalen-1-yl)-4-((1R,5S)-3,8-diazabicyclo[3.2.1]octan-3-yl)-8-fluoro-2-((hexahydro-1H-pyrrolizin-7a-yl)methoxy)pyrido[4,3-d]pyrimidine